[3-[(E)-3-(4-Hydroxyphenyl)-3-oxoprop-1-enyl]phenyl] N,N-dimethylcarbamate CN(C(OC1=CC(=CC=C1)\C=C\C(=O)C1=CC=C(C=C1)O)=O)C